6-(3-amino-6-bromo-5-fluoropyrazin-2-yl)-4,7-difluoroisoquinolin-1(2H)-one NC=1C(=NC(=C(N1)F)Br)C=1C=C2C(=CNC(C2=CC1F)=O)F